5-(8-(7-Acetyl-5,6,7,8-tetrahydroimidazo[1,5-a]pyrazin-1-yl)isoquinolin-3-yl)-N-(4-(2-(2,6-dioxopiperidin-3-yl)-1-oxoisoindolin-4-yl)but-3-yn-1-yl)picolinamide C(C)(=O)N1CC=2N(CC1)C=NC2C=2C=CC=C1C=C(N=CC21)C=2C=CC(=NC2)C(=O)NCCC#CC2=C1CN(C(C1=CC=C2)=O)C2C(NC(CC2)=O)=O